BrC1=CC=C(C=C1)CCC(=O)NC(C(=O)O)CC1=CC=C(C=C1)OCC1=CC=CC=C1 2-[(4-bromo)-phenylpropionamido]-3-(4-benzyloxyphenyl)-propionic acid